ethyl 2-chloro-6-sulfamoyl-4H-thieno[3,2-b]pyrrole-5-carboxylate ClC1=CC=2NC(=C(C2S1)S(N)(=O)=O)C(=O)OCC